N-(1-(4-((5-Chloro-2,4-difluorophenyl)amino)pyrido[3,2-d]pyrimidin-6-yl)azetidin-3-yl)acrylamide ClC=1C(=CC(=C(C1)NC=1C2=C(N=CN1)C=CC(=N2)N2CC(C2)NC(C=C)=O)F)F